(R)-5-bromo-3-(3-methylmorpholinyl)-1-((methylsulfonyl)methyl)pyrazin-2(1H)-one BrC=1N=C(C(N(C1)CS(=O)(=O)C)=O)N1[C@@H](COCC1)C